O=C1N(C(C=C1)=O)CCNC(CCCCC(=O)N[C@@H](C)C(=O)N[C@@H](C)C(=O)OC(C)(C)C)=O tert-butyl (6-((2-(2,5-dioxo-2,5-dihydro-1H-pyrrol-1-yl)ethyl)amino)-6-oxohexanoyl)-L-alanyl-L-alaninate